COC(CC=1C(NC2=CC=NC(=C2C1C)Cl)=O)=O Methyl-2-(5-chloro-4-methyl-2-oxo-1H-1,6-naphthyridin-3-yl)acetate